OC=1C=C(C=CC1O)/C=C/C(=O)O[C@@H](C(=O)O)[C@H](C(=O)O)OC(\C=C\C1=CC(=C(C=C1)O)O)=O (2R,3R)-2,3-bis[[(E)-3-(3,4-dihydroxyphenyl)prop-2-enoyl]oxy]butanedioic Acid